N1(CCC1)C1=NC=C(C(=N1)C1CC1)CO (2-(azetidin-1-yl)-4-cyclopropylpyrimidin-5-yl)methanol